C(CC)C1=CN=CN1 5-n-propylimidazole